CC1(OB(OC1(C)C)C=1C2=CC=CC=C2C(=C2C=CC=CC12)C1=CC=CC2=CC=CC=C12)C 4,4,5,5-tetramethyl-2-(10-(naphthalen-1-yl)anthracen-9-yl)-1,3,2-dioxaborolan